ClC=1C=C(C=CC1OC)C=1C=C2C=CNC2=CC1 5-(3-Chloro-4-methoxyphenyl)-1H-indole